2-(3-isopropyl-2-(8-methyl-[1,2,4]triazolo[1,5-a]pyridin-6-yl)-1,5,7,8-tetrahydro-6H-pyrrolo[2,3-g]isoquinolin-6-yl)acetamide C(C)(C)C1=C(NC2=CC=3CCN(CC3C=C21)CC(=O)N)C=2C=C(C=1N(C2)N=CN1)C